2-Dicyclohexylphosphino-2',6'-bis(N,N-dimethylamino)biphenyl C1(CCCCC1)P(C1=C(C=CC=C1)C1=C(C=CC=C1N(C)C)N(C)C)C1CCCCC1